4-methoxybenzoyl-benzoyl-methane COC1=CC=C(C(=O)CC(C2=CC=CC=C2)=O)C=C1